ClC=1C=C(C(=NC1)OC=1C=CC=2N(C1)N=C(N2)C(=O)O)OCC(F)(F)F 6-((5-Chloro-3-(2,2,2-trifluoroethoxy)pyridin-2-yl)oxy)-[1,2,4]triazolo[1,5-a]pyridine-2-carboxylic acid